4-amino-2,6-dimethyl-anisole NC1=CC(=C(C(=C1)C)OC)C